(S)-N-(1-cyclobutyl-6-(2-hydroxypropan-2-yl)-1H-benzo[d]imidazol-2-yl)-2,3,3-trimethylbutanamide C1(CCC1)N1C(=NC2=C1C=C(C=C2)C(C)(C)O)NC([C@H](C(C)(C)C)C)=O